NC=1C(=NC(=C(N1)F)C1=CC(=C(C=C1)C1CCOCC1)CN1[C@H](CCC1)C)C=1C=C2C(=CNC(C2=CC1)=O)Cl (S)-6-(3-amino-5-fluoro-6-(3-((2-methylpyrrolidin-1-yl)methyl)-4-(tetrahydro-2H-pyran-4-yl)phenyl)pyrazin-2-yl)-4-chloroisoquinolin-1(2H)-one